C(#N)C1=CC(=NN1C)NC1=C(C(=O)NC([2H])([2H])[2H])C(=CC=N1)NC1=C(C(=CC=C1)C1=NC=CC=N1)OC ((5-cyano-1-methyl-1H-pyrazol-3-yl)amino)-4-((2-methoxy-3-(pyrimidin-2-yl)phenyl)amino)-N-(methyl-d3)nicotinamide